N1C=CC2=CC(=CC=C12)C=1N(N=C2C1CN(CC2)C(=O)[O-])C2=C(C=CC=C2C)OC 6,7-dihydro-3-(1H-indol-5-yl)-2-(2-methoxy-6-methylphenyl)-2H-pyrazolo[4,3-c]pyridine-5(4H)-carboxylate